Strontium borat B([O-])([O-])[O-].[Sr+2].B([O-])([O-])[O-].[Sr+2].[Sr+2]